C1(C(C=CCC1)(N)N)(N)N cyclohexenetetramine